ClC=1C=C(C(=NC1)CCO)S(=O)(=O)NC1=NC=CC(=C1F)C#CC=1C=C2C(=NC1)NN=C2 5-chloro-N-[3-fluoro-4-(2-{1H-pyrazolo[3,4-b]pyridin-5-yl}ethynyl)pyridin-2-yl]-2-(2-hydroxyethyl)pyridine-3-sulfonamide